sodium periodate (periodate) I(=O)(=O)(=O)[O-].I(=O)(=O)(=O)O.[Na+]